C1OC2=C(SC=C2OC1)C(=O)O.ClC1=NC=CC=C1C(=O)NC1=C(C=CC=C1)C1=CC=C(C=C1)C#CC(C)(C)C 2-chloro-N-[4'-(3,3-dimethylbut-1-yn-1-yl)biphenyl-2-yl]pyridin-3-carboxamide 3,4-ethylenedioxythiophene-At